ClC1=CC=C(C=C1)N1C(C2=CC=CC=C2C(=N1)N1CC(CCCC1)O)=O 2-(4-chlorophenyl)-4-(3-hydroxyazepan-1-yl)phthalazin-1(2H)-one